4-[6-isopropyl-5-(8-methyl-[1,2,4]triazolo[1,5-a]pyridine-6-yl)-4H-thieno[3,2-b]pyrrol-2-yl]cyclohexanecarboxylate C(C)(C)C=1C2=C(NC1C=1C=C(C=3N(C1)N=CN3)C)C=C(S2)C2CCC(CC2)C(=O)[O-]